4-cyano-2-(4-(trifluoromethyl)phenyl)piperidine-1-carboxylic acid phenylmethyl ester C1(=CC=CC=C1)COC(=O)N1C(CC(CC1)C#N)C1=CC=C(C=C1)C(F)(F)F